3-(((E)-3-hexyltridec-2-enoyl)oxy)-2-(((((1-methylpiperidin-3-yl)methoxy)carbonyl)oxy)methyl)propyl (9Z,12Z)-octadeca-9,12-dienoate C(CCCCCCC\C=C/C\C=C/CCCCC)(=O)OCC(COC(\C=C(\CCCCCCCCCC)/CCCCCC)=O)COC(=O)OCC1CN(CCC1)C